CNC1C[C@H]2CCC[C@@H](C1)N2C(CC)=O 1-((1R,3s,5S)-3-(methylamino)-9-azabicyclo[3.3.1]nonan-9-yl)propan-1-one